4-(2,4-difluorophenyl)thiazole-2-amine FC1=C(C=CC(=C1)F)C=1N=C(SC1)N